3-[2,5-Bis(propan-2-yl)thiophen-3-yl]-1-[(1-methyl-1H-pyrazol-4-yl)(oxan-4-yl)sulfamoyl]urea CC(C)C=1SC(=CC1NC(NS(N(C1CCOCC1)C=1C=NN(C1)C)(=O)=O)=O)C(C)C